2,3,4,5,6-pentafluorophenyl 6-azidohexanoate N(=[N+]=[N-])CCCCCC(=O)OC1=C(C(=C(C(=C1F)F)F)F)F